ClC1=C(\C=N\NC2=NC(=NC(=C2)C(F)(F)F)SCC#C)C=CC=C1 (E)-4-(2-(2-chlorobenzylidene)hydrazino)-2-(prop-2-yn-1-ylthio)-6-(trifluoromethyl)pyrimidine